ClC=1C=C2CC3(C=NC4=C(O3)C=CC3=CC=C(C=C34)O)N(C2=CC1)C 5-chloro-9'-hydroxy-1-methylspiro-[indoline-2,3'-(3H)-naphtho(2,1-b)-1,4-oxazine]